FC(OC1=CC=CC(=N1)NC(=O)C1N(C2CC2C1)C(=O)OC(C)(C)C)F tert-butyl 3-(6-(difluoromethoxy)pyridin-2-ylcarbamoyl)-2-azabicyclo[3.1.0]hexane-2-carboxylate